Butyl-5-methoxy-[1,1'-biphenyl]-3,4-diol C(CCC)C1=C(C=C(C(=C1O)O)OC)C1=CC=CC=C1